O1CCC2(CC1)OCC1=C2N=C(N=C1)C(=O)O 2',3',5',6'-tetrahydro-5H-spiro[furo[3,4-d]pyrimidine-7,4'-pyran]-2-carboxylic acid